FC(C1=NN(C=N1)C1CC2(CN(C2)C(=O)N2CC3(C2)CC(C3)CC3=NC(=NN3)CC(F)(F)F)C1)F [6-[3-(difluoromethyl)-1,2,4-triazol-1-yl]-2-azaspiro[3.3]heptan-2-yl]-[6-[[3-(2,2,2-trifluoroethyl)-1H-1,2,4-triazol-5-yl]methyl]-2-azaspiro[3.3]heptan-2-yl]methanone